C(#N)C=1C=C(C=C(C1F)F)NC(N(CC1=NNC(=C1)C(F)(F)F)C=1C=NC(=NC1)OC)=O 3-(3-cyano-4,5-difluorophenyl)-1-(2-methoxypyrimidin-5-yl)-1-((5-(trifluoromethyl)-1H-pyrazol-3-yl)methyl)urea